3-chloro-4-(2-(2-methylpyrido[2,3-d]pyrimidin-4-yl)cyclopropyl)benzoic acid ClC=1C=C(C(=O)O)C=CC1C1C(C1)C=1C2=C(N=C(N1)C)N=CC=C2